C(=O)O.C(#N)CN1N=C(C(=C1)C1=CN=C2N1C=CN=C2NC2=CC(=C(C(=O)NCC(=O)NCCN(C)C)C=C2)C)C(F)(F)F 4-[[3-[1-(cyanomethyl)-3-(trifluoromethyl)pyrazol-4-yl]imidazo[1,2-a]pyrazin-8-yl]amino]-N-[2-[2-(dimethylamino)ethylamino]-2-oxo-ethyl]-2-methyl-benzamide formate